FC=1C=CC2=C(N(C(=N2)C2=NON=C2C)CC=2C=CC(=NC2)C#N)C1 5-[[6-fluoro-2-(4-methyl-1,2,5-oxadiazol-3-yl)benzoimidazol-1-yl]methyl]pyridine-2-carbonitrile